FC=1C=C2C(NC(=NC2=CC1)C1CC(CC1)N1CC(C1)OC=1C=CC(=NC1)C(=O)NC)=O 5-((1-(3-(6-fluoro-4-oxo-3,4-dihydroquinazolin-2-yl)cyclopentyl)azetidin-3-yl)oxy)-N-methylpicolinamide